OCC1COCCN1C=O (3-(hydroxymethyl)morpholino)methanone